tert-butyl 4-((3-bromo-5-chloropyridin-2-yl)ethynyl)piperidine-1-carboxylate BrC=1C(=NC=C(C1)Cl)C#CC1CCN(CC1)C(=O)OC(C)(C)C